C(#N)C1=CC(=C(COC2=CC=CC(=N2)C=2C=C3CCC(C3=CC2)C2=NC3=C(N2CCOC)C=C(C=C3)C(=O)O)C=C1)F (5-(6-((4-cyano-2-fluorobenzyl)oxy)pyridin-2-yl)-2,3-dihydro-1H-inden-1-yl)-1-(2-methoxyethyl)-1H-benzo[d]imidazole-6-carboxylic acid